COC1=CC(=C(C(=O)[O-])C=C1)NC(C#C)=O 4-methoxy-2-propiolamidobenzoate